C(C)N(C(=O)N[C@H](C(F)(F)F)CCC(F)(F)F)C(C(F)(F)F)C1=NC(=CC(=C1)C=1N=C(C=2N(C1)C=CN2)OC)OC 1-ethyl-3-((S)-1,1,1,5,5,5-hexafluoropentan-2-yl)-1-(2,2,2-trifluoro-1-(6-methoxy-4-(8-methoxyimidazo[1,2-a]pyrazin-6-yl)pyridin-2-yl)ethyl)urea